O[C@H]1C[C@H](NC1)C(=O)O (2S,4S)-4-hydroxy-2-pyrrolidinecarboxylic acid